N1[C@@H](CCCCC1)C1=C(CN2C(NC(C3=C2C=CN3)=O)=C=S)C=CC=C1 (S)-1-(2-(azepan-2-yl)benzyl)-2-thiocarbonyl-1,2,3,5-tetrahydro-4H-pyrrolo[3,2-d]pyrimidin-4-one